FC1=C(C=CC(=C1)F)C=1OC2=C(C=C(C=C2C(C1)=O)C)[C@@H](C)NC1=C(C=CC=C1)C(C(F)(F)F)O 2-(2,4-difluorophenyl)-6-methyl-8-((1R)-1-((2-(2,2,2-trifluoro-1-hydroxyethyl)phenyl)amino)ethyl)-4H-chromen-4-one